NCCN=CCC[Si](OC)(OC)C N-aminoethyl-gamma-iminopropyl-methyldimethoxysilane